2,2-diethyl-6-(3-(2-fluoropyridin-3-yl)-1,2,4-oxadiazol-5-yl)chroman-4-one C(C)C1(OC2=CC=C(C=C2C(C1)=O)C1=NC(=NO1)C=1C(=NC=CC1)F)CC